COC=1C=C(C=CC1)C1(CC1)C1=NOC(=N1)C1=CC=NN1C 3-[1-(3-Methoxyphenyl)cyclopropyl]-5-(1-methyl-1H-pyrazol-5-yl)-1,2,4-oxadiazole